ClC1=C(C=NC(=C1)Cl)C1=NN=C(O1)N1CCN(CC1)C(=O)OC(C)(C)C Tert-butyl 4-[5-(4,6-dichloropyridin-3-yl)-1,3,4-oxadiazol-2-yl]piperazine-1-carboxylate